4-({4-[4-(acryloyloxy) butoxy] benzoyl} oxy)-3-methoxyphenyl 4-[4-(acryloyloxy)-butoxy]-3-methylbenzoate C(C=C)(=O)OCCCCOC1=C(C=C(C(=O)OC2=CC(=C(C=C2)OC(C2=CC=C(C=C2)OCCCCOC(C=C)=O)=O)OC)C=C1)C